[SiH3]CCCNCCN N-(3-silylpropyl)ethylenediamine